2-(trimethylsilyl)ethyl 8-bromo-6-methyl-5,6-dihydro-4H-benzo[b]thieno[2,3-d]azepine-9-carboxylate BrC=1C(=CC2=C(N(CCC3=C2SC=C3)C)C1)C(=O)OCC[Si](C)(C)C